FC=1C=CC(=C(C1)C=1C(=CC=CC1)C(=O)OCC)OC=1C(=NC=NC1)N1CC2(CC1)CN(CC2)CC2=CC1=C(NC(N1)=O)C=C2 ethyl 5'-fluoro-2'-((4-(7-((2-oxo-2,3-dihydro-1H-benzo[d]imidazol-5-yl)methyl)-2,7-diazaspiro[4.4]nonan-2-yl)pyrimidin-5-yl)oxy)-[1,1'-biphenyl]-2-carboxylate